trihydroxy-5-methoxy-6-isopentenyl-coumarin OC1=C(C(=C2C(=C(C(OC2=C1)=O)O)O)OC)CCC(=C)C